2-hydroxy-3-(4-benzoylphenoxy)-N,N,N-trimethyl-propanaminium chloride Hydrate O.[Cl-].OC(C[N+](C)(C)C)COC1=CC=C(C=C1)C(C1=CC=CC=C1)=O